(5s,8r)-N-(2,4-difluorobenzyl)-5-fluoro-8-hydroxy-5,6,7,8-tetrahydroquinoline-5-carboxamide FC1=C(CNC(=O)[C@]2(C=3C=CC=NC3[C@@H](CC2)O)F)C=CC(=C1)F